2,2-dichloro-3-(3,4,5-trichlorophenyl)cyclopropane-1-carboxylic acid ClC1(C(C1C1=CC(=C(C(=C1)Cl)Cl)Cl)C(=O)O)Cl